(tert-butyldiphenylfluorenyl)(biphenyl) tert-butyl-(oxazolo[4,5-c]pyridin-2-ylmethyl)carbamate C(C)(C)(C)N(C(O)=O)CC=1OC2=C(C=NC=C2)N1.C(C)(C)(C)C1=C(C(=C(C=2CC3=CC=CC=C3C12)C1=C(C=CC=C1)C1=CC=CC=C1)C1=CC=CC=C1)C1=CC=CC=C1